N-[4-(2,6-dimethylphenyl)-6-[[5-fluoro-6-(4-methylpiperazin-1-yl)-3-pyridyl]oxy]pyrimidin-2-yl]-1-methyl-pyrazole-4-sulfonamide CC1=C(C(=CC=C1)C)C1=NC(=NC(=C1)OC=1C=NC(=C(C1)F)N1CCN(CC1)C)NS(=O)(=O)C=1C=NN(C1)C